(1S,4S)-5-(5-Aminopyridin-2-yl)-2,5-diazabicyclo[2.2.1]Heptane-2-carboxylic acid tert-butyl ester C(C)(C)(C)OC(=O)N1[C@@H]2CN([C@H](C1)C2)C2=NC=C(C=C2)N